(R)-N-(6-(1H-pyrazol-4-yl)isoquinolin-3-yl)-2-(3-methylmorpholinyl)acetamide N1N=CC(=C1)C=1C=C2C=C(N=CC2=CC1)NC(CN1[C@@H](COCC1)C)=O